(Methylamino)methanoic acid-2-methylpropan-2-yl ester CC(C)(C)OC(=O)NC